ClC1=C(C=CC=C1Cl)C=1N=C(NC1)CC1=CC2=CC=CC=C2C=C1 4-(2,3-dichlorophenyl)-2-(2-naphthylmethyl)imidazole